(3S,3'S,4S,4'S,11bS,11'bS)-(+)-4,4'-Di-t-butyl-4,4',5,5'-tetrahydro-3,3'-bi-3H-dinaphtho[2,1-c:1',2'-e]phosphepin CC(C)(C)P1CC2=C(C3=CC=CC=C3C=C2)C4=C([C@H]1[C@@H]5C6=C(C7=CC=CC=C7C=C6)C8=C(CP5C(C)(C)C)C=CC9=CC=CC=C98)C=CC1=CC=CC=C14